(S)-1-(2-cyclohexylethyl)-7-ethoxy-6-methoxy-3,4-dihydroisoquinoline-2(1H)-formaldehyde C1(CCCCC1)CC[C@@H]1N(CCC2=CC(=C(C=C12)OCC)OC)C=O